tert-butyl 3-(3-benzyloxy-1-hydroxy-propyl)-3-cyano-azetidine-1-carboxylate C(C1=CC=CC=C1)OCCC(O)C1(CN(C1)C(=O)OC(C)(C)C)C#N